2,6-dibromo-4-t-butylaniline BrC1=C(N)C(=CC(=C1)C(C)(C)C)Br